N-[5-(furan-2-yl)-2-(trifluoromethyl)-[1,2,4]triazolo[1,5-c]pyrimidin-7-yl]acetamide O1C(=CC=C1)C1=NC(=CC=2N1N=C(N2)C(F)(F)F)NC(C)=O